(5,6-difluoropyridin-3-yl)(4-(5-methyloxazolo[4,5-b]pyridin-2-yl)piperazin-1-yl)methanone FC=1C=C(C=NC1F)C(=O)N1CCN(CC1)C=1OC=2C(=NC(=CC2)C)N1